2-(5-(2-((2,3-dihydro-1H-inden-2-yl)amino)-5,7-dihydro-6H-pyrrolo[3,4-d]pyrimidin-6-yl)-1,3,4-oxadiazol-2-yl)acetic acid C1C(CC2=CC=CC=C12)NC=1N=CC2=C(N1)CN(C2)C2=NN=C(O2)CC(=O)O